C(C)C(C(=O)O)(CCCCCCCC)CCC 2-ethyl-2-propyldecanoic acid